(3-(2-(4-phenoxyphenylamino)-[1,2,4]triazolo[1,5-a]pyridin-5-yloxy)phenyl)acrylamide O(C1=CC=CC=C1)C1=CC=C(C=C1)NC1=NN2C(C=CC=C2OC=2C=C(C=CC2)C(C(=O)N)=C)=N1